1,2,4,5-cyclohexanetetraol C1(C(CC(C(C1)O)O)O)O